3,4-diaminostyrene NC=1C=C(C=C)C=CC1N